ClC1=CC=C(C=N1)C(C)(C)N1C(COCC1)=O (2-(6-Chloropyridin-3-yl)propan-2-yl)morpholin-3-one